N[C@H]1CC=CC[C@@H]1C1=C(C2=NC(=CC(=C2S1)NCC=1OC=CC1)Cl)Br 2-((1S,6S)-6-aminocyclohex-3-en-1-yl)-3-bromo-5-chloro-N-(furan-2-ylmethyl)thieno[3,2-b]pyridin-7-amine